C(C)(C)C1=NC=C(C(=O)O)C=C1 6-isopropylnicotinic acid